C(#N)C(C)(C)C1=CC(=NC=C1)C(=O)NC1=C(C=C(C(=C1)C=1C=NC2=CC(=NC=C2C1)NC)F)F 4-(2-Cyanopropan-2-yl)-N-(2,4-difluoro-5-(7-(methylamino)-1,6-naphthyridin-3-yl)phenyl)picolinamide